O=C1NC(CCC1N1C(C2=CC=C(C=C2C1=O)CCCOCC#C)=O)=O 2-(2,6-dioxopiperidin-3-yl)-5-[3-(prop-2-yn-1-yloxy)propyl]-2,3-dihydro-1H-isoindole-1,3-dione